1-oxa-7-azaspiro[4.5]decane O1CCCC12CNCCC2